(4-(6-phenylpyrido[2,3-b]pyrazin-2-yl)morpholin-2-yl)methanamine C1(=CC=CC=C1)C=1C=CC=2C(=NC=C(N2)N2CC(OCC2)CN)N1